2-Isopropyl-N-{5-[2-(methylamino)-2-oxoethyl]-2-(trifluoromethyl)phenyl}-1-(3-phenylpropyl)-1H-pyrrole-3-Carboxamide C(C)(C)C=1N(C=CC1C(=O)NC1=C(C=CC(=C1)CC(=O)NC)C(F)(F)F)CCCC1=CC=CC=C1